n-Triatriacontane CCCCCCCCCCCCCCCCCCCCCCCCCCCCCCCCC